FC(C1(CCC(CC1)C12CC(CC(CC1)N2)C(=O)N)OC)F [(1s,4s)-4-(difluoromethyl)-4-methoxycyclohexyl]-8-azabicyclo[3.2.1]octane-3-carboxamide